tert-butoxycarbonylindole-3-carboxylic acid C(C)(C)(C)OC(=O)C=1NC2=CC=CC=C2C1C(=O)O